FC1(CN(C1)C(=O)NC1=CC(=C(C=C1)F)N1N=C2N=CC(=CC2=C1)N1CCN(CC1)CC(F)(F)F)F 3,3-difluoro-N-(4-fluoro-3-{5-[4-(2,2,2-trifluoroethyl)piperazin-1-yl]-2H-pyrazolo[3,4-b]pyridin-2-yl}phenyl)azetidine-1-carboxamide